CNC1=CC=CC(=N1)CCOC=1C=CC2=C(CN(C([C@@H](C2)CC(=O)O)=O)CC(F)(F)F)C1 (S)-2-(8-(2-(6-(methylamino)pyridin-2-yl)ethoxy)-3-oxo-2-(2,2,2-trifluoroethyl)-2,3,4,5-tetrahydro-1H-benzo-[c]azepin-4-yl)acetic acid